6-(4-methyl-1,3-thiazol-2-yl)-3-(2-{[(3S)-piperidin-3-yl]amino}-5-(trifluoromethyl)pyrimidin-4-yl)-1H,6H,7H-pyrrolo[2,3-c]pyridin-7-one CC=1N=C(SC1)N1C(C2=C(C=C1)C(=CN2)C2=NC(=NC=C2C(F)(F)F)N[C@@H]2CNCCC2)=O